C1(CC1)C=1N=CC=2N(C1[C@@H](O)C=1N=NN(C1)C1=C(C=C(C(=C1)F)OCC1(COC1)F)F)C=NC2 (R)-(6-Cyclopropyl-imidazo[1,5-a]pyrazin-5-yl)-{1-[2,5-difluoro-4-(3-fluoro-oxetan-3-ylmethoxy)-phenyl]-1H-[1,2,3]triazol-4-yl}-methanol